CC1=C(C(=O)NCCCC2=CC=C(C=C2)C=2C(=C3C=NNC3=CC2)C)C=CC=N1 2-methyl-N-(3-(4-(4-methyl-1H-indazol-5-yl)phenyl)propyl)nicotinamide